[OH-].C(C1=CC=CC=C1)[N+]1=CN(C=C1)C 3-benzyl-1-methyl-1H-imidazol-3-ium hydroxide